ClC(C(C(C(C(=O)OOC(C(C(C(C(C(F)(F)F)(Cl)F)(F)F)(F)F)(F)F)=O)(F)F)(F)F)(F)F)(C(F)(F)F)F chloro-decafluorohexanoylperoxide